[5-(4-hexyloxy-1,2,5-thiadiazol-3-yl)-1-methyl-3,6-dihydro-2H-pyridin-1-ium-1-yl]methyl pentadecyl carbonate chloride [Cl-].C(OC[N+]1(CCC=C(C1)C1=NSN=C1OCCCCCC)C)(OCCCCCCCCCCCCCCC)=O